CC=1OC(=NN1)C1=CC=C(C=C1)B1OC(C(O1)(C)C)(C)C 2-methyl-5-(4-(4,4,5,5-tetramethyl-1,3,2-dioxaborolan-2-yl)phenyl)-1,3,4-oxadiazole